(R,E)-2-(3-hydroxy-3,7,11-trimethyldodeca-6,10-dien-1-yl)-3,5,6-trimethylcyclohexa-2,5-diene-1,4-dione O[C@@](CCC=1C(C(=C(C(C1C)=O)C)C)=O)(CC\C=C(\CCC=C(C)C)/C)C